ClC1=C(C=CC(=N1)C=1N=NN(C1NC(O[C@H](C)C=1C(=NC=C(C1)F)F)=O)C)NC(=O)C1(CC1)C#N (R)-1-(2,5-difluoropyridin-3-yl)ethyl (4-(6-chloro-5-(1-cyanocyclopropane-1-carboxamido)pyridin-2-yl)-1-methyl-1H-1,2,3-triazol-5-yl)carbamate